[(3,4-Dihydro-1H-2-benzopyran-4-yl)methyl](propan-2-yl)amine hydrochloride Cl.C1OCC(C2=C1C=CC=C2)CNC(C)C